C1(CCC1)C1CN(CCC1)C1=CC=C(C(=N1)N)N 6-(3-cyclobutylpiperidin-1-yl)pyridine-2,3-diamine